BrC=1C(C2=CC=CC=C2C1C=1N=CSC1C)=O 2-bromo-3-(5-methylthiazol-4-yl)-1H-inden-1-one